O=C1C2=C(N=C(N1)[C@H]1[C@@H](CC1)N1C(COCC1)=O)N(N=C2C#N)[C@@H](C)C=2C=NC(=CC2)C(F)(F)F 4-Oxo-6-((1R,2R)-2-(3-oxomorpholino)cyclobutyl)-1-((S)-1-(6-(trifluoromethyl)pyridin-3-yl)ethyl)-4,5-dihydro-1H-pyrazolo[3,4-d]pyrimidin-3-carbonitril